C(CCCCCCCC)(=O)OCC(C)(COC(CCCCCCCC)=O)C neopentyl glycol dinonanoate